(S)-N-(2,2-difluoro-1-(1-neopentyl-6-(3-(trifluoromethyl)pyridin-4-yl)-1H-indol-3-yl)ethyl)cyclopropanesulfonamide FC([C@H](C1=CN(C2=CC(=CC=C12)C1=C(C=NC=C1)C(F)(F)F)CC(C)(C)C)NS(=O)(=O)C1CC1)F